4-bromo-N-methylbenzenecarbothioamide BrC1=CC=C(C=C1)C(NC)=S